ClC(=O)N1C(C(N(CC1)CCCNC(OC(C)(C)C)=O)=O)=O tert-butyl (3-(4-(chlorocarbonyl)-2,3-dioxopiperazin-1-yl)propyl)carbamate